FC1(C=2N(C[C@@](CC1)(O)CF)N=C1C2CN(CC1)C(=O)OC(C)(C)C)F |o1:5| (R*)-tert-Butyl 11,11-difluoro-8-(fluoromethyl)-8-hydroxy-3,4,8,9,10,11-hexahydro-1H-pyrido[4',3':3,4]pyrazolo[1,5-a]azepine-2-carboxylate